C[C@@H]1[C@H]([C@@H]([C@H]([C@H](O1)OP(=O)([O-])OP(=O)([O-])OC/C=C(/C)\\CC/C=C(/C)\\CC/C=C(/C)\\CC/C=C(/C)\\CC/C=C(/C)\\CC/C=C(/C)\\CC/C=C(/C)\\CC/C=C(\\C)/CC/C=C(\\C)/CC/C=C(\\C)/CCC=C(C)C)NC(=O)C)O[C@@H]2[C@@H]([C@H]([C@H]([C@H](O2)CO)O[C@@H]3[C@@H]([C@H]([C@H]([C@H](O3)CO)O[C@@H]4[C@@H]([C@H]([C@H]([C@H](O4)CO)O[C@@H]5[C@@H]([C@H]([C@H]([C@H](O5)CO)O[C@@H]6[C@@H]([C@H]([C@H]([C@H](O6)CO)O)O)NC(=O)C)O)NC(=O)C)O[C@H]7[C@@H]([C@H]([C@@H]([C@H](O7)CO)O)O)O)NC(=O)C)O)NC(=O)C)O)NC(=O)C)NC(=O)C The molecule is an organophosphate oxoanion obtained by deprotonation of the diphosphate OH groups of [alpha-D-GalNAc-(1->4)]2-[beta-D-Glc-(1->3)]-[alpha-D-GalNAc-(1->4)]2-alpha-D-GalNAc-(1->3)-alpha-D-diNAcBac-tritrans,heptacis-undecaprenyl diphosphate; major species at pH 7.3. It is a conjugate base of an [alpha-D-GalNAc-(1->4)]2-[beta-D-Glc-(1->3)]-[alpha-D-GalNAc-(1->4)]2-alpha-D-GalNAc-(1->3)-alpha-D-diNAcBac-tritrans,heptacis-undecaprenyl diphosphate.